BrC=1C=CC=2N(C3=CC=C(C=C3OC2C1)C1=CC=CC=C1)C 3-bromo-10-methyl-7-phenyl-10H-phenoxazine